[C@H](C)(CC)[C@@H]1N([C@H](C2=C(NC1=O)C=CC=C2)C)C(=O)N (3S,5S)-3-((S)-sec-butyl)-5-methyl-2-oxo-1,2,3,5-tetrahydro-4H-benzo[e][1,4]diazepine-4-carboxamide